FC(C1=NN=C(O1)C=1C=NC(=NC1)NC=1C=C(C2=C(N(C=N2)CCO)C1)C=1C=NNC1)F 2-(6-((5-(5-(difluoromethyl)-1,3,4-oxadiazol-2-yl)pyrimidin-2-yl)amino)-4-(1H-pyrazol-4-yl)-1H-benzo[d]imidazole-1-yl)ethan-1-ol